(R)-1-(1-amino-9-(5-((4-chloro-2-methyl-2H-indazol-5-yl)thio)pyrazin-2-yl)-3,9-diazaspiro[5.5]undec-3-yl)ethan-1-one N[C@H]1CN(CCC12CCN(CC2)C2=NC=C(N=C2)SC2=C(C1=CN(N=C1C=C2)C)Cl)C(C)=O